(R)-4-(1-((2-(2-morpholinoethoxy)ethyl)carbamoyl)-3-(trifluoromethyl)-5,6-dihydroimidazo[1,5-a]pyrazin-7(8H)-yl)-4-oxo-1-(2,4,5-trifluorophenyl)butan O1CCN(CC1)CCOCCNC(=O)C=1N=C(N2C1CN(CC2)C(CCCC2=C(C=C(C(=C2)F)F)F)=O)C(F)(F)F